3-(1-oxo-5-((2-((pyridin-3-ylmethyl)amino)cyclopentyl)oxy)isoindolin-2-yl)piperidine-2,6-dione O=C1N(CC2=CC(=CC=C12)OC1C(CCC1)NCC=1C=NC=CC1)C1C(NC(CC1)=O)=O